C(C)(C)SC1=C(N=C(S1)N1N=C(C=C1C(=O)O)C)C1=CCC(CC1)C 1-(5-(Isopropylthio)-4-(4-Methylcyclohex-1-en-1-yl)Thiazol-2-yl)-3-Methyl-1H-Pyrazole-5-Carboxylic Acid